FC(C(C(C(C1=CC=C(C=C1)C1(N=N1)C(F)(F)F)(F)F)(F)F)(F)F)(C1=CC=C(C=C1)C1(N=N1)C(F)(F)F)F 3,3'-((perfluorobutane-1,4-diyl)bis(4,1-phenylene))bis(3-(trifluoromethyl)-3H-diazirine)